2-(4,4-dimethyl-1,5-dihydroimidazol-2-yl)-5-morpholino-pyridin-3-amine CC1(N=C(NC1)C1=NC=C(C=C1N)N1CCOCC1)C